OC1CN(CC1)C(=O)C1=CC2=C(OC[C@@H](C(N2C)=O)NC(OC(C)(C)C)=O)C=C1 tert-butyl ((3S)-7-(3-hydroxypyrrolidine-1-carbonyl)-5-methyl-4-oxo-2,3,4,5-tetrahydrobenzo[b][1,4]oxazepin-3-yl)carbamate